C1(=CC=CC=C1)S(=O)(=O)[O-].C(C(C)C)CCCCCCCC.[Na+] sodium isobutyl-n-octane benzenesulfonate